ClC=1C=CC=C2C=CC=C(C12)[C@H]1CC=2N=C(N=C(C2CO1)N1C[C@@H](N(CC1)C(C(=C)F)=O)CC#N)OC[C@H]1N(CCC1)C 2-((S)-4-((R)-7-(8-chloronaphthalen-1-yl)-2-(((S)-1-methylpyrrolidin-2-yl)methoxy)-7,8-dihydro-5H-pyrano[4,3-d]pyrimidin-4-yl)-1-(2-fluoroacryloyl)piperazin-2-yl)acetonitrile